C(C)(C)(C)OC(=O)N1CCC2(CC(C2)NC2=NC(=NC=C2CO)SC)CC1 2-((5-(hydroxymethyl)-2-(methylthio)pyrimidin-4-yl)amino)-7-azaspiro[3.5]nonane-7-carboxylic acid tert-butyl ester